4-(3,8-Diazabicyclo[3.2.1]octan-3-yl)-2-(2-(1-methyl-1H-imidazol-2-yl)ethoxy)-6,7-dihydropyrido[3,4-d]pyrimidin-8(5H)-one C12CN(CC(CC1)N2)C=2C1=C(N=C(N2)OCCC=2N(C=CN2)C)C(NCC1)=O